4-[(3-diethylaminopropyl)diethoxysilyl]styrene C(C)N(CCC[Si](C1=CC=C(C=C)C=C1)(OCC)OCC)CC